C(C)C(C(=O)OOOC(CC(C)(C)C)(C)C)CCCC 1,1,3,3-tetramethylbutylperoxy 2-ethylhexanoate